Methyl 5-({[1-(4-chloro-2-fluorophenyl)cyclopropyl]carbonyl}amino)-2-(1-isobutyl-1H-pyrazol-4-yl)benzoate ClC1=CC(=C(C=C1)C1(CC1)C(=O)NC=1C=CC(=C(C(=O)OC)C1)C=1C=NN(C1)CC(C)C)F